F[C@@H]1[C@@H](C1)C1=NC(=NO1)C1(CCN(CC1)C(=O)NC1=C(C=NC=C1)N1CCN(CC1)C(C)C)C 4-(5-((1S,2S)-2-fluorocyclopropyl)-1,2,4-oxadiazol-3-yl)-N-(3-(4-isopropylpiperazin-1-yl)pyridin-4-yl)-4-methylpiperidine-1-carboxamide